7-ethyl-4-(4-fluoro-3-(7-methoxyimidazo[1,2-a]pyridin-6-yl)phenyl)-7H-imidazo[4,5-c]Pyridazine C(C)N1C=NC2=C1N=NC=C2C2=CC(=C(C=C2)F)C=2C(=CC=1N(C2)C=CN1)OC